methyl N-[5-[6-[(5-cyano-4-methyl-pyridine-2-carbonyl)-methyl-amino]-8-methyl-imidazo[1,2-a]pyridin-3-yl]-2-pyridyl]carbamate C(#N)C=1C(=CC(=NC1)C(=O)N(C=1C=C(C=2N(C1)C(=CN2)C=2C=CC(=NC2)NC(OC)=O)C)C)C